tert-butyl (S)-(1-((3-((3-carbamoyl-6-(dimethylamino)-5-ethylpyrazin-2-yl)amino)-5-fluorophenethyl)amino)-1-oxopropan-2-yl)(methyl)carbamate C(N)(=O)C=1C(=NC(=C(N1)CC)N(C)C)NC=1C=C(CCNC([C@H](C)N(C(OC(C)(C)C)=O)C)=O)C=C(C1)F